C(CCCCCCCCCCC=CCC=CCC=CCC=CCC=CCC=CCC)(=O)O 12,15,18,21,24,27-triacontahexaenoic acid